C1(CC1)C1=CC(=NN1)NC([C@@H](C)C=1C=NN(C1)C1=CC(=CC=C1)C(F)F)=O (S)-N-(5-cyclopropyl-1H-pyrazol-3-yl)-2-(1-(3-(difluoromethyl)phenyl)-1H-pyrazol-4-yl)propanamide